C1(=CC=C(C=C1)CNC1=C2N=CN(C2=NC(=N1)N[C@@H]1C[C@@H](CC1)N)C(C)C)C1=CC=CC=C1 N6-([1,1'-biphenyl]-4-ylmethyl)-N2-((1S,3R)-3-aminocyclopentyl)-9-isopropyl-9H-purine-2,6-diamine